2-(7-chlorothieno[3,2-b]pyridin-3-yl)acetic acid ClC1=C2C(=NC=C1)C(=CS2)CC(=O)O